C(C)OC(=O)C=1SC=2N=CN=C(C2N1)Cl 7-Chlorothiazolo[5,4-d]pyrimidine-2-carboxylic acid ethyl ester